m-difluorocyclohexylamine hydrochloride Cl.FC1(CC(CCC1)F)N